ClC=1C=NC(=C2C(C=C(N(C12)C1=C(C=C(C=C1Cl)OCCO)Cl)C)=O)C=C 8-Chloro-1-(2,6-dichloro-4-(2-hydroxyethoxy)phenyl)-2-methyl-5-vinyl-1,6-naphthyridin-4(1H)-one